C(C1=CC=CC=C1)OC1=C(C(=CC(=C1)F)F)N1N=CC=2C1=NC=NC2O 1-(2-benzyloxy-4,6-difluoro-phenyl)pyrazolo[3,4-d]pyrimidin-4-ol